Cl.COC[C@H]1NCCO[C@@H]1C (2r,3r)-3-(methoxymethyl)-2-methylmorpholine hydrochloride